cis-2-(4-(1-methyl-1H-pyrazol-5-yl)piperidin-1-yl)-6-azaspiro[3.4]octane tri-hydrochloride Cl.Cl.Cl.CN1N=CC=C1C1CCN(CC1)C1CC2(C1)CNCC2